pentenolactone C1(C=CCCO1)=O